FC1=C(C=CC(=C1C)OC1=CC2=C(N(N=N2)C)C=C1)NC1=NC=NC2=C1N=C(N=C2)N2C[C@H]([C@@H](CC2)C)NC(C=C)=O N-((3S,4R)-1-(8-((2-fluoro-3-methyl-4-((1-methyl-1H-benzo[d][1,2,3]triazol-5-yl)oxy)phenyl)amino)pyrimido[5,4-d]pyrimidin-2-yl)-4-methylpiperidin-3-yl)acrylamide